The molecule is a para-terphenyl that is 6'-O-desmethylterphenyllin substituted by a hydroxy group at position 3. Isolated from Penicillium chermesinum, it exhibits inhibitory activity against alpha-glucosidase. It has a role as an EC 3.2.1.20 (alpha-glucosidase) inhibitor and a Penicillium metabolite. It is a para-terphenyl, a member of benzenediols and a member of guaiacols. It derives from a terphenyllin. COC1=C(C(=C(C=C1C2=CC=C(C=C2)O)O)C3=CC(=C(C=C3)O)O)O